5-(2-fluoroethyl)isoxazole-3-carboxylic acid FCCC1=CC(=NO1)C(=O)O